4-{[3-(4-{[(3S,4R)-3-fluoro-1-methylpiperidin-4-yl]amino}-1-(2,2,2-trifluoroethyl)-1H-indol-2-yl)prop-2-yn-1-yl]amino}-3-methoxy-N-methyl-N-(propan-2-yl)benzamide F[C@H]1CN(CC[C@H]1NC1=C2C=C(N(C2=CC=C1)CC(F)(F)F)C#CCNC1=C(C=C(C(=O)N(C(C)C)C)C=C1)OC)C